N,N-dimethyl-1-(1-(4-nitrophenyl)piperidin-4-yl)methanamine CN(CC1CCN(CC1)C1=CC=C(C=C1)[N+](=O)[O-])C